1-decyl-2,3-dimethylimidazole methanesulfonate CS(=O)(=O)O.C(CCCCCCCCC)N1C(N(C=C1)C)C